2-(2,3-dichlorophenyl)-5-(1-isobutyl-1H-pyrazol-4-yl)-N4-(1,2,3,4-tetrahydroisoquinolin-7-yl)pyrimidine-2,4-diamine ClC1=C(C=CC=C1Cl)C1(NC=C(C(=N1)NC1=CC=C2CCNCC2=C1)C=1C=NN(C1)CC(C)C)N